N[C@H](C(=O)NC1=C(C=C(C=C1)CO[Si](C1=CC=CC=C1)(C1=CC=CC=C1)C(C)(C)C)C)CCCCNC(C1=CC=C(C=C1)C)(C1=CC=CC=C1)C1=CC=CC=C1 (S)-2-amino-N-(4-(((tert-butyldiphenylsilyl)oxy)methyl)-2-methylphenyl)-6-((diphenyl(p-tolyl)methyl)amino)hexanamide